NC=1C(=NC(=CN1)B1OC(C(O1)(C)C)(C)C)N1N=CC(=C1)C(=O)N(C)C 1-(3-amino-6-(4,4,5,5-tetramethyl-1,3,2-dioxaborolan-2-yl)pyrazin-2-yl)-N,N-dimethyl-1H-pyrazole-4-carboxamide